(2s,4s)-N-((1s,3s)-3-(3-methoxyphenyl)cyclobutyl)-N-methyl-6-oxo-7-oxa-5-azaspiro[3.4]octane-2-carboxamide COC=1C=C(C=CC1)C1CC(C1)N(C(=O)C1CC2(C1)NC(OC2)=O)C